N-((3-(4-amino-3-(4-((5-fluoro-2-methoxybenzamido)methyl)phenyl)-1H-pyrazolo[3,4-d]pyrimidin-1-yl)cyclopentyl)methyl)-N-methyl-1H-1,2,4-triazole-1-carboxamide NC1=C2C(=NC=N1)N(N=C2C2=CC=C(C=C2)CNC(C2=C(C=CC(=C2)F)OC)=O)C2CC(CC2)CN(C(=O)N2N=CN=C2)C